ClC=1C=C2C=C(NC2=CC1OCC1=NC(=CC=C1)F)CNC(=O)C1(CC1)C N-((5-chloro-6-((6-fluoropyridin-2-yl)methoxy)-1H-indol-2-yl)methyl)-1-methylcyclopropane-1-carboxamide